caprylic acid chloride C(CCCCCCC)(=O)Cl